(R)-6-chloro-3-((1-(3,6-dimethyl-2-morpholino-4-oxo-3,4-dihydroquinazolin-8-yl)ethyl)amino)-N-(oxetan-3-ylsulfonyl)picolinamide ClC1=CC=C(C(=N1)C(=O)NS(=O)(=O)C1COC1)N[C@H](C)C=1C=C(C=C2C(N(C(=NC12)N1CCOCC1)C)=O)C